C(C1=CC=CC=C1)NC([C@@H](C)NC(C(C(C(=O)O)([2H])[2H])([2H])[2H])=O)=O (R)-4-((1-(benzylamino)-1-oxopropan-2-yl)amino)-4-oxobutanoic acid-2,2,3,3-d4